Cl.C1(=CC=CC2=CC=CC=C12)C1=CC=C(C=C1)N 4-(1-naphthalenyl)benzeneamine hydrochloride